CC1(CCCC1)CN1N=CC(=C1)C=1C=CC(=NC1C=1C=C2C(=NC1)OC(=N2)C)C#N 5-(1-((1-methylcyclopentyl)methyl)-1H-pyrazol-4-yl)-6-(2-methyloxazolo[5,4-b]pyridin-6-yl)picolinonitrile